ClC1=CC=C2C(=CNC2=C1OC1CC1)S(=O)(=O)NC1=NC=C(C(=N1)OC)CC(F)F 6-chloro-7-(cyclopropoxy)-N-[5-(2,2-difluoroethyl)-4-methoxy-pyrimidin-2-yl]-1H-indole-3-sulfonamide